(5-(2-Chloroacetamido)-2-methylpyridin-3-yl)carbamic acid tert-butyl ester C(C)(C)(C)OC(NC=1C(=NC=C(C1)NC(CCl)=O)C)=O